(S)-2-fluoro-4-(2-(2-methylazetidin-1-yl)-6,7-dihydro-5H-cyclopenta[d]pyrimidin-4-yl)benzonitrile FC1=C(C#N)C=CC(=C1)C=1C2=C(N=C(N1)N1[C@H](CC1)C)CCC2